1,2,3,4,4a,5,6,7,8,8a-decahydroquinoline N1CCCC2CCCCC12